[C@@H]12NC[C@@H]([C@@H](C1)C1=C(C3=C(NC(=C3C(C)C)C=3C4=C(C=5N(C3)N=C(N5)C)COC4)S1)C)C2 6-(2-((1S,4R,5R)-2-azabicyclo[2.2.1]heptan-5-yl)-4-isopropyl-3-methyl-6H-thieno[2,3-b]pyrrol-5-yl)-2-methyl-7,9-dihydrofuro[3,4-c][1,2,4]triazolo[1,5-a]pyridine